C(C)C1=CC=C(C=C1)N1C=2N=C3N(C(C2N=C1)=O)CCCCC3 3-(4-ethylphenyl)-3,5,6,7,8,9-hexahydro-11H-azepino[1,2-a]purin-11-one